C[C@]1(CN(CC1)CC1=CC(=C(C=C1)N1C=NC(=C1)C1=NC(=NC=C1C(F)(F)F)NC1CCN(CC1)S(=O)(=O)C)C(F)(F)F)O (S)-3-Methyl-1-(4-(4-(2-((1-(methylsulfonyl)piperidin-4-yl)amino)-5-(trifluoromethyl)pyrimidin-4-yl)-1H-imidazol-1-yl)-3-(trifluoromethyl)benzyl)pyrrolidin-3-ol